FC(C1=CC=C(C=C1)N1NC2=CC=CC=C2C1=O)(F)F 2-(4-trifluoromethylphenyl)-3-indazolone